1-vinyl-3-ethylimidazole chlorine salt [Cl].C(=C)N1CN(C=C1)CC